OC(CN1N=CC(=C1)C1=NC(=NC=C1C(F)(F)F)NC1=C(C=CC=C1C)S(=O)(=O)N)(C)C ((4-(1-(2-hydroxy-2-methylpropyl)-1H-pyrazol-4-yl)-5-(trifluoromethyl)pyrimidin-2-yl)amino)-3-methylbenzenesulfonamide